2,6-dihydroxy-5'-methyl-N-(oxetan-2-ylmethyl)-4-pentyl-2'-(prop-1-en-2-yl)-[1,1'-biphenyl]-3-sulfonamide OC1=C(C(=CC(=C1S(=O)(=O)NCC1OCC1)CCCCC)O)C1=C(C=CC(=C1)C)C(=C)C